propyldimethyl-silylimidazole C(CC)[SiH2]C=1NC(=C(N1)C)C